FC(C1=NN=C(O1)C1=CC=C2CN(C(C2=C1)=O)[C@@H]([C@H](C1=NC=CC=C1)O)C1=CC=C(C=C1)C(F)(F)F)F |r| 6-[5-(difluoromethyl)-1,3,4-oxadiazol-2-yl]-2-{(1RS,2RS)-2-hydroxy-2-(pyridin-2-yl)-1-[4-(trifluoromethyl)phenyl]ethyl}-2,3-dihydro-1H-isoindol-1-one